CCCCCCCCCCCCCCCCCCCCCC(=O)N[C@@H](COP(=O)(O)O)[C@@H](/C=C/CCCCCCCCCCCCC)O The molecule is a ceramide 1-phosphate that is the N-docosanoyl derivative of sphingosine. It derives from a sphingosine and a docosanoic acid. It is a conjugate acid of a N-docosanoylsphingosine-1-phosphate(2-).